C1(CCCCC1)[C@@H](C(=O)NC1=CC=C(C=C1)C=1C(=NN(C1C)COCC[Si](C)(C)C)C)NC(OCC=1C=NC=CC1)=O 3-Pyridylmethyl N-[(1S)-1-cyclohexyl-2-[4-[3,5-dimethyl-1-(2-trimethylsilylethoxy methyl)pyrazol-4-yl]anilino]-2-oxo-ethyl]carbamate